1-(4-(3-Amino-1H-indazol-5-yl)pyridin-2-yl)-3-(3-chlorophenyl)urea Ethyl-(4-(3-amino-1H-indazol-5-yl)pyridin-2-yl)carbamate C(C)N(C(O)=O)C1=NC=CC(=C1)C=1C=C2C(=NNC2=CC1)N.NC1=NNC2=CC=C(C=C12)C1=CC(=NC=C1)NC(=O)NC1=CC(=CC=C1)Cl